C(C=CC)(=O)O α-butenoic acid